FC1=C(C=CC(=C1)F)C1=CC(=C(C=C1)OC)NC1=NC=NC2=CC(=C(C=C12)NC(C=C)=O)N1CCC(CC1)N1CCOCC1 N-(4-((2',4'-difluoro-4-methoxy-[1,1'-biphenyl]-3-yl)amino)-7-(4-morpholinopiperidin-1-yl)quinazolin-6-yl)acrylamide